1-bromo-4-(isocyano(tosyl)methyl)benzene BrC1=CC=C(C=C1)C(S(=O)(=O)C1=CC=C(C)C=C1)[N+]#[C-]